C(C)(C)(C)OC(NS(NCC1=CC=C(C=C1)C1=NNC(C2=CC(=C(C=C12)OC)OC)=O)(=O)=O)=O (N-(4-(6,7-dimethoxy-4-oxo-3,4-dihydrophthalazin-1-yl)benzyl)sulfamoyl)carbamic acid tert-butyl ester